CN1CC2CC2CC1 3-methyl-3-azabicyclo[4.1.0]heptane